ClC=1C=C2C(=C(NC2=CC1)C(=O)NCCNS(=O)(=O)C1=CC=C(C=C1)F)S(=O)(=O)C1=CC(=CC(=C1)C)C 5-chloro-3-((3,5-dimethylphenyl)sulfonyl)-N-(2-((4-fluorophenyl)sulfonamido)ethyl)-1H-indole-2-carboxamide